[3-[(tert-Butyldimethylsilyl)oxy]azetidin-1-yl]-5-chloropyrimidin-4-amine [Si](C)(C)(C(C)(C)C)OC1CN(C1)C1=NC=C(C(=N1)N)Cl